4-((dimethylamino)methyl)-1H-pyrazol CN(C)CC=1C=NNC1